OCCNCCCCCCCC(=O)OCC#CCCC hex-2-yn-1-yl 8-((2-hydroxyethyl)amino)octanoate